2-(1-(5-(1-methyl-5-((2-oxo-5-propylpyridin-1(2H)-yl)methyl)-1H-1,2,3-triazol-4-yl)pyrazin-2-yl)piperidin-3-yl)acetic acid CN1N=NC(=C1CN1C(C=CC(=C1)CCC)=O)C=1N=CC(=NC1)N1CC(CCC1)CC(=O)O